2-[1-[4-[[2,6-dioxo-3-piperidinyl]amino]-2-fluoro-phenyl]-4-hydroxy-azepan-4-yl]acetic acid tert-butyl ester C(C)(C)(C)OC(CC1(CCN(CCC1)C1=C(C=C(C=C1)NC1C(NC(CC1)=O)=O)F)O)=O